[Br-].C(CCCC)OC(CCCCC\C=C/CCC[P+](C)(C)C)OCCCCC (4Z)-11,11-dipentyloxy-4-undecenyltrimethylphosphonium bromide